(R)-3-(3-chloro-4-fluorophenyl)-1-(1-(6-fluoro-1-oxo-1,2-dihydroisoquinolin-4-yl)ethyl)-1-methylurea ClC=1C=C(C=CC1F)NC(N(C)[C@H](C)C1=CNC(C2=CC=C(C=C12)F)=O)=O